FC=1C=2CCCC2C(=C2CCCC12)NC(=O)N=[S@](=O)(N)C1=C(N=C(S1)C(C)(C)O)C (R)-N'-((8-fluoro-1,2,3,5,6,7-hexahydro-s-indacen-4-yl)carbamoyl)-2-(2-hydroxypropan-2-yl)-4-methylthiazole-5-sulfonimidamide